ClC=1C(=NC(=NC1)NC1=C(C=C(C(=C1)CC)N1CCC(CC1)N1CCN(CC1)C)OC)NC=1C(=C2N=CC=NC2=CC1)N(S(=O)(=O)C)C N-(6-((5-chloro-2-((5-ethyl-2-methoxy-4-(4-(4-methylpiperazin-1-yl)piperidin-1-yl)phenyl)amino)pyrimidin-4-yl)amino)quinoxalin-5-yl)-N-methylmethanesulfonamide